FC=1C=C2C(C(NC2=CC1)=O)=O 5-fluoroindoline-2,3-dione